C1(CC1)C=1C=NC(=NC1)N1C[C@@H]2C([C@@H]2C1)NC(CCOC[C@H](C)NC=1C=NNC(C1C(F)(F)F)=O)=O N-((1R,5S)-3-(5-cyclopropylpyrimidin-2-yl)-3-azabicyclo[3.1.0]hexan-6-yl)-3-((S)-2-((6-oxo-5-(trifluoromethyl)-1,6-dihydropyridazin-4-yl)amino)propoxy)propanamide